5-((5-(4-fluoro-2-methoxy-6-(morpholin-2-ylmethoxy)phenyl)-1H-pyrazol-3-yl)amino)pyrazine-2-carbonitrile FC1=CC(=C(C(=C1)OCC1CNCCO1)C1=CC(=NN1)NC=1N=CC(=NC1)C#N)OC